rel-(1R,2S,4R)-4-(3-(3-(2,2-difluoroethoxy)-1-methyl-1H-pyrazole-5-carboxamido)-1H-pyrazol-5-yl)-2-methoxycyclopentyl bicyclo[1.1.1]pentan-1-ylcarbamate C12(CC(C1)C2)NC(O[C@H]2[C@H](C[C@H](C2)C2=CC(=NN2)NC(=O)C2=CC(=NN2C)OCC(F)F)OC)=O |o1:8,9,11|